C(C)(C)C1=CC(=NC=C1)O[C@@H]1C[C@@H](OC1)C1=CC(=NN1)N(C(=O)[O-])C1=CC(=NN1C)COC N-(5-((2R,4R)-4-((4-isopropylpyridin-2-yl)oxy)tetrahydrofuran-2-yl)-1H-pyrazol-3-yl)-3-(Methoxymethyl)-1-methyl-1H-pyrazole-5-carbamate